CCCCCCCCCCCCCCCCCCCCCCCC n-Tetracosane